(Z)-11,14-eicosadienoic acid C(CCCCCCCCC\C=C/CC=CCCCCC)(=O)O